di-n-butyl-7-oxabicyclo[2.2.1]hept-2-ene-2,3-dicarboxylic acid C(CCC)C12C(=C(C(CC1)(O2)CCCC)C(=O)O)C(=O)O